C(C)OC(CC1CCN(CC1)C1=C(C=C(C=C1F)C=1SC(=CC1)CO)F)=O {1-[2,6-difluoro-4-(5-hydroxymethyl-thiophen-2-yl)-phenyl]-piperidin-4-yl}-acetic acid ethyl ester